ClC1=CC=C(C=N1)NC(=N)C1(CCNCC1)C N-(6-chloropyridin-3-yl)-4-methylpiperidine-4-carboximidamide